FC1(CCC(CC1)NC1=NC(=NC(=N1)N1N=C(C=C1C)C)N1CCOCC1)F N-(4,4-difluorocyclohexyl)-4-(3,5-dimethyl-1H-pyrazol-1-yl)-6-morpholino-1,3,5-triazin-2-amine